BrC=1C=C(C2=C(CNS(O2)(=O)=O)C1)C 6-bromo-8-methyl-3,4-dihydro-2H-1,2λ6,3-benzoxathiazine-2,2-dione